CC1=C(C(=CC=C1)C)NC(O)=O 2,6-dimethylphenylcarbamic acid